4-formyl-1-(4-(trifluoromethoxy)phenyl)-1H-pyrazolo[3,4-b]pyridine-3-carbonitrile C(=O)C1=C2C(=NC=C1)N(N=C2C#N)C2=CC=C(C=C2)OC(F)(F)F